ClC[SiH2]OC(C)(C)C chloromethyltert-butoxysilane